CN1CCN(CC1)C(=O)C=1C=NN2C1C=C(C=C2)C2=CNC1=NC(=CC=C12)NC1=CC(=CC=C1)N1CCN(CC1)C (4-methylpiperazin-1-yl)(5-(6-((3-(4-methylpiperazin-1-yl)phenyl)amino)-1H-pyrrolo[2,3-b]pyridin-3-yl)pyrazolo[1,5-a]pyridin-3-yl)methanone